FC(S[NH-])(F)F trifluoromethyl-thioamide